CC1=CSC=2NC(N(C(C21)=O)NC(OCC(C)(C)C)=O)=O tert-butyl-methyl (5-methyl-2,4-dioxo-1,4-dihydrothieno[2,3-d]pyrimidin-3(2H)-yl)carbamate